7-methoxy-4-((1-(methylcarbamoyl)indolin-5-yl)oxy)quinoline-6-carboxamide COC1=C(C=C2C(=CC=NC2=C1)OC=1C=C2CCN(C2=CC1)C(NC)=O)C(=O)N